(phenyl)fluorene C1(=CC=CC=C1)C1=CC=CC=2C3=CC=CC=C3CC12